1-(1-hydroxy-2-methylpropan-2-yl)-N,N-bis(4-methoxybenzyl)-1H-pyrazole-3-sulfonamide Methyl-2-(3-(N,N-bis(4-methoxybenzyl)sulfamoyl)-1H-pyrazol-1-yl)-2-methyl-propanoate COC(C(C)(C)N1N=C(C=C1)S(N(CC1=CC=C(C=C1)OC)CC1=CC=C(C=C1)OC)(=O)=O)=O.OCC(C)(C)N1N=C(C=C1)S(=O)(=O)N(CC1=CC=C(C=C1)OC)CC1=CC=C(C=C1)OC